IC1=CN(C2=CC=C(C=C12)C1=NN2C(C(=CC=C2)COCCOC)=N1)C 2-(3-iodo-1-methyl-1H-indol-5-yl)-8-((2-methoxyethoxy)methyl)-[1,2,4]triazolo[1,5-a]pyridine